5-chloro-2-fluoro-4-(6-(2-methoxyethoxy)pyridin-3-yl)aniline ClC=1C(=CC(=C(N)C1)F)C=1C=NC(=CC1)OCCOC